FC1=C(CNC(=O)C=2C(C(=C3N(C=CN(C3=O)CCCCO)C2)O)=O)C=CC(=C1)F N-(2,4-Difluorobenzyl)-9-hydroxy-2-(4-hydroxybutyl)-1,8-dioxo-1,8-dihydro-2H-pyrido[1,2-a]pyrazine-7-carboxamide